ethylhexyl-amino-N,N-diethylacetamide C(C)C(C(=O)N(CC)CC)(N)CCCCCC